ClC1=CC=C(C=C1)[C@@H](N1C(C2=C(C=C(C=C2C1=O)C(C)(C)O)F)OCC1(CC1)CO)C1=NC=CC=C1C#N [(1R)-1-(4-Chlorophenyl)-7-fluoro-1-{[1-(hydroxymethyl)cyclopropyl]methoxyl-5-(2-hydroxypropan-2-yl)-3-oxo-2,3-dihydro-1H-isoindol-2-yl}methyl]pyridin-3-carbonitril